2-chloro-4-[[3-[1-(cyanomethyl)-3-(trifluoromethyl)pyrazol-4-yl]imidazo[1,2-a]pyrazin-8-yl]amino]-N-[2-oxo-2-[[(3R)-pyrrolidin-3-yl]amino]ethyl]benzamide formate C(=O)O.ClC1=C(C(=O)NCC(N[C@H]2CNCC2)=O)C=CC(=C1)NC=1C=2N(C=CN1)C(=CN2)C=2C(=NN(C2)CC#N)C(F)(F)F